FC1=C(C(=CC2=C1CCO2)F)[C@H]2[C@@H](C(NC2)=O)C(=O)O |o1:11,12| (3S*,4R*)-4-(4,6-difluoro-2,3-dihydrobenzofuran-5-yl)-2-oxopyrrolidine-3-carboxylic acid